(4-(((1S,4S)-4-Hydroxycyclohexyl)amino)-2-methyl-3,4-dihydroquinolin-1(2H)-yl)propan-1-one OC1CCC(CC1)NC1CC(N(C2=CC=CC=C12)C(CC)=O)C